(S)-N-(5-(2,4-difluorophenoxy)pyrazin-2-yl)-2-(4-(5-methoxy-6-(1H-pyrazol-1-yl)pyrazine-2-carbonyl)-3,3-dimethylpiperazin-1-yl)propanamide FC1=C(OC=2N=CC(=NC2)NC([C@H](C)N2CC(N(CC2)C(=O)C2=NC(=C(N=C2)OC)N2N=CC=C2)(C)C)=O)C=CC(=C1)F